Benzyl 4-(1-bromo-2-oxoethyl)piperidine-1-carboxylate BrC(C=O)C1CCN(CC1)C(=O)OCC1=CC=CC=C1